2-((Tert-butyl-(ethyl)amino)methyl)-4-nitrophenol C(C)(C)(C)N(CC)CC1=C(C=CC(=C1)[N+](=O)[O-])O